2-(4-(trifluoromethyl)-1H-imidazol-2-yl)propan-2-amine FC(C=1N=C(NC1)C(C)(C)N)(F)F